FC1=CC=C(C=C1)S(=O)(=O)NC 4-fluoro-N-methylbenzenesulfonamide